N-(2,6-dimethylphenyl)aminopropionic acid methyl ester COC(C(C)NC1=C(C=CC=C1C)C)=O